ClC=1C(=CC(=NC1)N1CCC(CC1)CO)I (1-(5-chloro-4-iodopyridin-2-yl)piperidin-4-yl)methanol